C(C)(C)NC(=N)NC1=C(C=C(C=C1)C1=NNC(CC1C)=O)[N+](=O)[O-] 1-isopropyl-3-(4-(4-methyl-6-oxo-1,4,5,6-tetrahydropyridazin-3-yl)-2-nitrophenyl)guanidine